CN1CCN(CC1)C1=NC(=NC=C1)C1=CN=C2N1C=C(N=C2)C(F)(F)F 3-(4-(4-methylpiperazin-1-yl)pyrimidin-2-yl)-6-(trifluoromethyl)imidazo[1,2-a]pyrazine